BrC=1C=CC(=C(C(=O)NC2=CC(=C(C=C2)C(F)(F)F)Cl)C1)O 5-bromo-N-(3-chloro-4-(trifluoromethyl)phenyl)-2-hydroxybenzamide